NC1(CC1)C(=O)NCC(=O)OC Methyl 2-((1-aminocyclopropyl)formamido)acetate